((3aR,5R,6S,6aR)-6-hydroxy-2,2-dimethyltetrahydrofuro[2,3-d][1,3]dioxol-5-yl)methyl 3,6-dichloro-2-methoxybenzoate ClC=1C(=C(C(=O)OC[C@@H]2[C@@H]([C@@H]3[C@@H](OC(O3)(C)C)O2)O)C(=CC1)Cl)OC